ClC1=CC=C2C=C(NC2=C1)C(=O)O 6-chloro-1H-indole-2-carboxylic acid